phenyl-Boc-aminocyclohexylether C1(=CC=CC=C1)C1(C(CCCC1)(N)OC1(C(CCCC1)(C1=CC=CC=C1)C(=O)OC(C)(C)C)N)C(=O)OC(C)(C)C